N[C@@H]1[C@H](C[C@](O[C@H]1[C@@H]([C@@H](CO)O)O)(C(=O)OC)SC1=CC=C(C=C1)C)O methyl (2R,4S,5R,6R)-5-amino-4-hydroxy-2-(p-tolylthio)-6-((1R,2R)-1,2,3-trihydroxypropyl)tetrahydro-2H-pyran-2-carboxylate